FC(CN1N=CC(=C1)C1=NC=CC(=N1)C1(NC=C(C(=C1)NC1CC(CCC1)F)C1=NN(C=C1)C(F)F)N)F 2-(2-(1-(2,2-Difluoroethyl)-1H-pyrazol-4-yl)pyrimidin-4-yl)-5-(1-(difluoromethyl)-1H-pyrazol-3-yl)-N4-(3-fluorocyclohexyl)pyridine-2,4-diamine